C(C)(C)(C)OC(=O)N1CC(C1)(C1=CC=CC2=CC=CC=C12)Cl.C(C)(C)(C)OCCCCCC[SiH2]C (t-butoxyhexyl)(methyl)silane tert-Butyl-3-chloro-3-(naphthalen-1-yl)azetidine-1-carboxylate